COC1=C(C=CC=C1)CCCN1CC(CC1)C1=CNC=2C1=NC=CC2 3-(1-(3-(2-methoxyphenyl)propyl)pyrrolidin-3-yl)-1H-pyrrolo[3,2-b]pyridine